methyl 3-amino-6-ethynylpyrazine-2-carboxylate NC=1C(=NC(=CN1)C#C)C(=O)OC